(S)-5-Chloro-N-(1-((4-chlorobenzyl)amino)-5-(2-fluoroacetimidamido)-1-oxopentan-2-yl)-2-methoxybenzamide ClC=1C=CC(=C(C(=O)N[C@H](C(=O)NCC2=CC=C(C=C2)Cl)CCCNC(CF)=N)C1)OC